C(C)(C)(C)SN1C=CC2=CC(=CC=C12)OCC1=NC2=CC=CC=C2C=C1 (t-butylthio)-5-((2-quinolyl)methoxy)-1H-indole